N,N-dibenzyl-3-phenylpropionamide C(C1=CC=CC=C1)N(C(CCC1=CC=CC=C1)=O)CC1=CC=CC=C1